N-((5-chloro-6-(pyrazolo[1,5-a]pyridin-5-yl)-1H-indol-2-yl)methyl)acetamide ClC=1C=C2C=C(NC2=CC1C1=CC=2N(C=C1)N=CC2)CNC(C)=O